C(C)[SiH](N[SiH](OCC)CC)OCC 1,3-diethyl-1,3-diethoxy-disilazane